1,1,3,3-tetrakis(3,5-dimethoxy-4-hydroxyphenyl)propane COC=1C=C(C=C(C1O)OC)C(CC(C1=CC(=C(C(=C1)OC)O)OC)C1=CC(=C(C(=C1)OC)O)OC)C1=CC(=C(C(=C1)OC)O)OC